CC1(CC(=C(CO1)C(=O)OC)OS(=O)(=O)C(F)(F)F)C methyl 6,6-dimethyl-4-(((trifluoromethyl)sulfonyl)oxy)-5,6-dihydro-2H-pyran-3-carboxylate